F[B-](F)(F)F.FC(CC[C@@H]1[N+](=CN([C@H]1CCC(C(C(C(C(C(F)(F)F)(F)F)(F)F)(F)F)(F)F)(F)F)C1=C(C=C(C=C1C)C)C)C1=C(C=C(C=C1C)C)C)(C(C(C(C(C(F)(F)F)(F)F)(F)F)(F)F)(F)F)F trans-4,5-bis(3,3,4,4,5,5,6,6,7,7,8,8,8-tridecafluorooctyl)-1,3-bis(2,4,6-trimethylphenyl)-4,5-dihydroimidazolium tetrafluoroborate